amino-5'-benzoyl-4-chloro-2-oxo-6'-phenylspiro[indoline-3,4'-pyran]-3'-carbonitrile NC=1OC(=C(C2(C1C#N)C(NC1=CC=CC(=C12)Cl)=O)C(C1=CC=CC=C1)=O)C1=CC=CC=C1